C(=O)(OC(C)(C)C)NCCCCCCCCCCCCN N-Boc-1,12-diaminododecane